N,N,N-trimethyl-3-((2-methyl-1-oxo-2-propenyl)amino)-1-propyl-ammonium chloride [Cl-].C[N+](C)(C)CCCNC(C(=C)C)=O